C(CC)OC=1C2=CC=CC=C2C(=C2C=CC=CC12)OCCC 9,10-diPropoxyanthracene